N-(1-cyanocyclobutyl)-2-methyl-5-((4-methylthiazol-5-yl)methoxy)benzofuran-3-carboxamide C(#N)C1(CCC1)NC(=O)C1=C(OC2=C1C=C(C=C2)OCC2=C(N=CS2)C)C